BrC=1C=C2C(=NC1)C=NN2C 6-bromo-1-methyl-1H-pyrazolo[4,3-b]Pyridine